1,2-naphthoquinone-4-sulfonate C1(C(C=C(C2=CC=CC=C12)S(=O)(=O)[O-])=O)=O